1-[(R)-1-[6-({4-[2-amino-6-(m-cyanophenyl)-4-pyrimidinyl]-1H-1,2,3-triazol-1-yl}methyl)-2-pyridinyl]ethyl]-4-piperidinecarboxylic acid NC1=NC(=CC(=N1)C=1N=NN(C1)CC1=CC=CC(=N1)[C@@H](C)N1CCC(CC1)C(=O)O)C1=CC(=CC=C1)C#N